Cl.CN(CCCNC=NCC)C N-[3-(dimethylamino)propyl]-N'-ethyl-formamidine hydrochloride